The molecule is a sesquiterpene with a [7.2.0]-bicyclic structure comprising fused 9- and 4-membered rings, with a cis-ring junction, a methylidene group at position 9, and methyl groups at positions 3, 11, and 11. It has a role as a metabolite. It is a sesquiterpene and an ortho-fused bicyclic hydrocarbon. C/C/1=C\\CCC(=C)[C@@H]2CC([C@@H]2CC1)(C)C